5-((2-(4-(((2-Chloro-[1,1'-biphenyl]-4-yl)methyl)amino)butanamido)ethyl)(methyl)amino)benzo[c][2,6]naphthyridine-8-carboxamide ClC1=C(C=CC(=C1)CNCCCC(=O)NCCN(C1=NC2=C(C3=CN=CC=C13)C=CC(=C2)C(=O)N)C)C2=CC=CC=C2